N-((R)-(2-((S)-Amino(4,4-difluorocyclohexyl)methyl)-3-fluoroimidazo[1,2-a]pyrimidin-7-yl)(cyclopropyl)methyl)-4,4,4-trifluorobutanamide N[C@H](C=1N=C2N(C=CC(=N2)[C@H](NC(CCC(F)(F)F)=O)C2CC2)C1F)C1CCC(CC1)(F)F